4-[(trimethylsilyl)ethynyl]thiazol C[Si](C)(C)C#CC=1N=CSC1